2-(7-((2S,5R)-4-(1-(2-(dimethylphosphoryl)-4-fluorophenyl)ethyl)-2,5-dimethylpiperazin-1-yl)-4-methyl-5-oxo-4,5-dihydro-2H-pyrazolo[4,3-b]pyridin-2-yl)acetonitrile CP(=O)(C)C1=C(C=CC(=C1)F)C(C)N1C[C@@H](N(C[C@H]1C)C=1C=2C(N(C(C1)=O)C)=CN(N2)CC#N)C